FC=1C(=C(N2N=C(N=CC21)N[C@H]2[C@@H](COCC2)O)C(C(F)(F)F)CC)C#N 5-fluoro-2-(((3S,4R)-3-hydroxytetrahydro-2H-pyran-4-yl)amino)-7-(1,1,1-trifluorobutan-2-yl)pyrrolo[2,1-f][1,2,4]triazine-6-carbonitrile